(1R,3S,5R)-2-(2-(4-amino-7H-pyrrolo[2,3-d]pyrimidin-7-yl)acetyl)-N-(6-bromopyridin-2-yl)-2-azabicyclo[3.1.0]hexane-3-carboxamide NC=1C2=C(N=CN1)N(C=C2)CC(=O)N2[C@@H]1C[C@@H]1C[C@H]2C(=O)NC2=NC(=CC=C2)Br